C(C(=C)C)(=O)OCCCCCCCCCCCCCCCCCCCCCCCCCCCCCCCCCCCCCC stearyleicosyl methacrylate